NC1=NC=NN2C1=C(C=C2C=2C=C(C(=O)N[C@@H]1CN(C[C@@H]1F)C(=O)C1C(C1)(F)F)C=CC2)CN2CC(C2)(F)F 3-{4-amino-5-[(3,3-difluoroazetidin-1-yl)methyl]pyrrolo[2,1-f][1,2,4]triazin-7-yl}-N-[(3R,4S)-1-(2,2-difluorocyclopropanecarbonyl)-4-fluoropyrrolidin-3-yl]benzamide